N(=[N+]=[N-])\C(\C(=O)OC)=C/C1=CC(=C(C=C1)SC1=CC(=C(C=C1)Cl)Cl)Br methyl (Z)-2-azido-3-[3-bromo-4-(3,4-dichlorophenyl)sulfanyl-phenyl]prop-2-enoate